2-(2-(2-methoxyethoxy)ethoxy)benzene COCCOCCOC1=CC=CC=C1